O1C(=CC=C1)N1C(SC=2C=3N(C=NC21)N=CN3)=O (furan-2-yl)thiazolo[5,4-e][1,2,4]triazolo[1,5-c]pyrimidin-2(3H)-one